6-amino-N-(2-{9-amino-4-methyl-1-oxa-7-azaspiro[4.4]nonan-7-yl}-3-fluoro-5,6,7,8-tetrahydroquinolin-6-yl)-2-methylthieno[2,3-d][1,3]thiazole-5-carboxamide NC1=C(SC=2N=C(SC21)C)C(=O)NC2CC=1C=C(C(=NC1CC2)N2CC1(C(CCO1)C)C(C2)N)F